COC1=C(C=C(C=C1)OC)C(C(C(=O)[O-])C)O 3-(2,5-dimethoxyphenyl)-3-hydroxy-2-methylpropionate